diethyl 2-(2-(1,3-dioxoisoindolin-2-yl)ethyl)malonate O=C1N(C(C2=CC=CC=C12)=O)CCC(C(=O)OCC)C(=O)OCC